ClC1=C(C=CC=C1)C=1OC2=C(C(C1)=O)C(=CC(=C2[C@@H]2[C@@H](CN(CC2)C)O)OC(N(CC2CNCC2)CC)=O)O Ethyl-[(pyrrolidin-3-yl)methyl]carbamic acid 2-(2-chlorophenyl)-5-hydroxy-8-[(3s,4r)-3-hydroxy-1-methylpiperidin-4-yl]-4-oxo-4H-1-benzopyran-7-yl ester